N4-(5-Cyclopropyl-1H-pyrazol-3-yl)-N2-methyl-N2-(2-((5,6,7,8-tetrahydroimidazo[1,2-a]pyridin-2-yl)sulfonyl)-2-azaspiro[3.3]heptan-6-yl)pyrimidine-2,4-diamine C1(CC1)C1=CC(=NN1)NC1=NC(=NC=C1)N(C1CC2(CN(C2)S(=O)(=O)C=2N=C3N(CCCC3)C2)C1)C